2-[(3-fluorophenyl)-(4-methyl-1H-imidazol-2-yl)methyl]-6-[4-(1-methyl-4-piperidinyl)phenyl]isoindolin-1-one FC=1C=C(C=CC1)C(N1C(C2=CC(=CC=C2C1)C1=CC=C(C=C1)C1CCN(CC1)C)=O)C=1NC=C(N1)C